C1(CCCC1)N1N=CC(=C1)C(=O)NCC1=NC(=NO1)C=1N(C2=CC=CC(=C2C1)N[C@H]1[C@H](CN(CC1)CC)F)CC(F)(F)F 1-cyclopentyl-N-{[3-(4-{[(3S,4R)-1-ethyl-3-fluoropiperidin-4-yl]amino}-1-(2,2,2-trifluoroethyl)-1H-indol-2-yl)-1,2,4-oxadiazol-5-yl]methyl}-1H-pyrazole-4-carboxamide